NCCN(CCCCCCCC(=O)OC(CCCCCCCC)CCCCCC)CCCCCC(OCCCCCCCCCCC)=O 1-hexylnonyl 8-[2-aminoethyl-(6-oxo-6-undecoxy-hexyl)amino]octanoate